2-[2-({[(tert-butoxy)carbonyl]amino}methyl)-5-chlorophenoxy]acetic acid ethyl ester C(C)OC(COC1=C(C=CC(=C1)Cl)CNC(=O)OC(C)(C)C)=O